ClC1=CC=C(C=N1)NC1=NC=CC2=CC(=CC=C12)OC1CC(C1)F N-(6-chloropyridin-3-yl)-6-((1r,3r)-3-fluorocyclobutoxy)isoquinolin-1-amine